CC(C(=O)N1[C@@H](CN[C@H](C1)C1=CC=C(C=C1)N1CCN(CC1)C)C)(C)C 2,2-dimethyl-1-((2R,5S)-2-methyl-5-(4-(4-methylpiperazin-1-yl)phenyl)piperazin-1-yl)propan-1-one